C(#N)C(=CC(=O)NC(C(=O)O)CSSCCC(=O)O)C#N dicyanoacrylamido-3,3'-dithiodipropionic acid